C(C)C1=C(C(=O)O)C(=CC(=N1)NCC1=C(C=C(C=C1)OC)OC)NC1=CC(=C2N(C1=O)C(NC2=O)(C)C2=CC(=CC=C2)Cl)C Ethyl-4-((3-(3-chlorophenyl)-3,8-dimethyl-1,5-dioxo-1,2,3,5-tetrahydroimidazo[1,5-a]pyridin-6-yl)amino)-6-((2,4-dimethoxybenzyl)amino)nicotinic acid